NCCNC(CCCOC1=C(C=C(C(=C1)[N+](=O)[O-])CO)OC)=O N-(2-aminoethyl)-4-(4-(hydroxymethyl)-2-methoxy-5-nitrophenoxy)butyramide